FC(C=1C=NC=2CCN(CC2C1)C=1C2=C(N=CN1)C=CS2)(F)F 4-[3-(trifluoromethyl)-7,8-dihydro-5H-1,6-naphthyridin-6-yl]thieno[3,2-d]pyrimidine